N,N-dimethyl-4,5-dihydroisoxazole-5-carboxamide CN(C(=O)C1CC=NO1)C